4-(4-bromo-3,5-dimethylphenoxy)-2-methylbutan-2-ol BrC1=C(C=C(OCCC(C)(O)C)C=C1C)C